CC1=CC(=NC=C1)B1OC(C)(C)C(C)(C)O1 4-methyl-2-pyridineboronic acid pinacol ester